N-((1r,4r)-4-(3-chloro-4-cyanophenoxy)cyclohexyl)-6-(4-(4-(2,4-dioxotetrahydropyrimidin-1(2H)-yl)-3-fluorobenzyl)piperazin-1-yl)pyridazine-3-carboxamide ClC=1C=C(OC2CCC(CC2)NC(=O)C=2N=NC(=CC2)N2CCN(CC2)CC2=CC(=C(C=C2)N2C(NC(CC2)=O)=O)F)C=CC1C#N